(4-(tert-butyl)-2-fluorophenyl)hydrazine hydrochloride Cl.C(C)(C)(C)C1=CC(=C(C=C1)NN)F